FC=1C=C(C#N)C=CC1N1CC(N(C2(CN(C2)C2=CC=C(C=C2)NC)C1=O)CC1=CC=C(C=C1)C(F)(F)F)=O 3-fluoro-4-(2-(4-(methylamino)phenyl)-6,9-dioxo-5-(4-(trifluoromethyl)benzyl)-2,5,8-triazaspiro[3.5]nonan-8-yl)benzonitrile